ClC1=C(OC2=CC=C(C=C2)NC(OCC=2C(=C3C(N(CC3=CC2)C2C(NC(CC2)=O)=O)=O)OC2CCC2)=O)C=CC=C1 [4-cyclobutoxy-2-(2,6-dioxopiperidin-3-yl)-3-oxo-2,3-dihydro-1H-isoindol-5-yl]methyl N-[4-(2-chlorophenoxy)phenyl]carbamate